tert-butyl 4-[3-formyl-4-(methoxycarbonyl)phenyl]-3,3-dimethylpiperazine-1-carboxylate C(=O)C=1C=C(C=CC1C(=O)OC)N1C(CN(CC1)C(=O)OC(C)(C)C)(C)C